C(C=C)(=O)NCCN(C)C acrylamidoethyldimethylamine